[(3S)-3-Aminobutyl](1-methylethyl)amine dihydrochloride Cl.Cl.N[C@H](CCNC(C)C)C